C(C=C)C1NC(C2=CC=C(C=C12)NC1=NC=C(C(=N1)N[C@H](C([2H])([2H])O)C1=CC=CC=C1)C1=NC(=NO1)C12CCN(CC1)CC2)=O 3-allyl-5-((4-(((S)-2-hydroxy-1-phenylethyl-2,2-d2)amino)-5-(3-(quinuclidin-4-yl)-1,2,4-oxadiazol-5-yl)pyrimidin-2-yl)amino)isoindolin-1-one